ClC1=C(C(=O)N2CCC(CC2)C(=O)N\N=C\[C@]2([C@@H](N3C(C[C@H]3S2(=O)=O)=O)C(=O)O)C)C=CC(=C1O)O (2S-3R,5R)-3-((E)-(2-(1-(2-chloro-3,4-dihydroxybenzoyl)piperidine-4-carbonyl)hydrazono)methyl)-3-methyl-7-oxo-4-thia-1-azabicyclo[3.2.0]heptane-2-carboxylic acid 4,4-dioxide